(2S,5S)-2-(2-hydroxypropan-2-yl)-5-methylcyclohexan-1-one OC(C)(C)[C@H]1C(C[C@H](CC1)C)=O